CC=1C=C(CC=2C=C(C=C(C2O)C2CCCCC2)C2(CCCCC2)C2=CC(=C(C(=C2)C2CCCCC2)O)CC2=CC(=C(C(=C2)C)O)C)C=C(C1O)C 1,1-bis[3-(3,5-dimethyl-4-hydroxybenzyl)-5-cyclohexyl-4-hydroxyphenyl]cyclohexane